4-(1-methylcyclobutylamino)-2-((1r,4r)-4-(2,2,2-trifluoroethoxy)cyclohexylamino)pyrimidine-5-carboxamide CC1(CCC1)NC1=NC(=NC=C1C(=O)N)NC1CCC(CC1)OCC(F)(F)F